(5-(6-(4-carbamothioyl-4-(2-chloro-5-fluorophenoxy)piperidin-1-yl)pyridazin-3-yl)-1,3,4-thiadiazol-2-yl)methyl acetate C(C)(=O)OCC=1SC(=NN1)C=1N=NC(=CC1)N1CCC(CC1)(OC1=C(C=CC(=C1)F)Cl)C(N)=S